ethyl 2-(N-(4-((1-isopropyl-6-methyl-2-oxo-1,2-dihydropyridin-3-yl)carbamoyl)-3-(6-azaspiro[2.5]octan-6-yl)phenyl)sulfamoyl)acetate C(C)(C)N1C(C(=CC=C1C)NC(=O)C1=C(C=C(C=C1)NS(=O)(=O)CC(=O)OCC)N1CCC2(CC2)CC1)=O